CN1CC2(C1)CCN(CC2)C=2C(=C(N)C=CC2)[N+](=O)[O-] 3-(2-methyl-2,7-diazaspiro[3.5]nonan-7-yl)-2-nitroaniline